4,7-di-(thien-2-yl)-2,1,3-benzothiadiazole S1C(=CC=C1)C1=CC=C(C2=NSN=C21)C=2SC=CC2